N-(1-(1-(4-(tert-Butoxymethyl)-2-(2-oxo-3-azabicyclo[3.1.0]hexan-3-yl)pyrimidin-5-yl)ethyl)-1H-pyrazol-4-yl)-6-(3-chloro-6-(difluoromethyl)-2-fluorophenyl)pyrazine-2-carboxamide C(C)(C)(C)OCC1=NC(=NC=C1C(C)N1N=CC(=C1)NC(=O)C1=NC(=CN=C1)C1=C(C(=CC=C1C(F)F)Cl)F)N1C(C2CC2C1)=O